N1(N=CC=C1)C(N1N=CC=C1)N1N=CC=C1 tris(1-pyrazolyl)methane